CC1=CN=CS1 5-methyl-1,3-thiazol